propenyltriethyllactate C(=CC)C(C(=O)[O-])(O)C(CC)(CC)CC